C(=O)O.FC1(CN(CC1)C1CCN(CC1)C1=CC=C2C(=NN=C(C2=C1)N[C@H](C)C1=C(C(=CC=C1)C(F)(F)F)C)C)F (R)-7-(4-(3,3-difluoropyrrolidin-1-yl)piperidin-1-yl)-4-methyl-N-(1-(2-methyl-3-(trifluoromethyl)phenyl)ethyl)phthalazin-1-amine Formate salt